(2S,4S)-N-[3-[[4-[[3-[4-(cyanomethoxy)-2,3-difluorophenyl]imidazo[1,2-a]pyrazin-8-yl]amino]-2-methylbenzoyl]amino]propyl]-4-hydroxy-4-methyl-pyrrolidine-2-carboxamide formate C(=O)O.C(#N)COC1=C(C(=C(C=C1)C1=CN=C2N1C=CN=C2NC2=CC(=C(C(=O)NCCCNC(=O)[C@H]1NC[C@@](C1)(C)O)C=C2)C)F)F